((2R,3S,5R)-5-(5-Fluoro-2,4-dioxo-3,4-dihydropyrimidin-1(2H)-yl)-3-hydroxytetrahydrofuran-2-yl)methyl phenyl ((S)-1,1-dipropoxypropan-2-yl)phosphoramidate C(CC)OC([C@H](C)NP(OC[C@H]1O[C@H](C[C@@H]1O)N1C(NC(C(=C1)F)=O)=O)(OC1=CC=CC=C1)=O)OCCC